N,N-dibenzyl-1-methoxymethanamine C(C1=CC=CC=C1)N(COC)CC1=CC=CC=C1